C12C(CC(C(OC1)O2)O)[2H] 6,8-dioxabicyclo[3.2.1]octan-2-d-4-ol